phosphorus trisiloxane oxide [SiH3](O[SiH2]O[SiH3])=O.[P]